S1C=NC2=C1C=C(C=C2)S(=O)(=O)N2N=C1C(=C2)CN(C1)C([C@@H](CO)C1=CC=CC=C1)=O (2R)-1-[2-(1,3-benzothiazole-6-sulfonyl)-2H,4H,5H,6H-pyrrolo[3,4-c]pyrazol-5-yl]-3-hydroxy-2-phenylpropan-1-one